phthalic acid, methyl ester C(C=1C(C(=O)[O-])=CC=CC1)(=O)OC